tert-butyl 4-[3-pyrimidin-5-yl-1-(2-trimethylsilylethoxymethyl) pyrrolo[2,3-b]pyridin-4-yl]-1,4-diazepane-1-carboxylate N1=CN=CC(=C1)C1=CN(C2=NC=CC(=C21)N2CCN(CCC2)C(=O)OC(C)(C)C)COCC[Si](C)(C)C